3-hydroxybenzo[a]Pyrene OC1=C2C=CC=3C=C4C(=C5C=CC(C=C1)=C2C53)C=CC=C4